methyl 2-isothiocyanatonicotinate N(=C=S)C1=C(C(=O)OC)C=CC=N1